NC(C(C)(C)ON1CC2=CC=CC=C2C1)C1=CC=C(C=C1)F 2-{[1-amino-1-(4-fluorophenyl)-2-methylpropan-2-yl]oxy}-1H-isoindole